CCCCCCCCCC(CCCCCCCC(=O)O)OC(=O)CCCCCCC/C=C\\CCCCCCCC The molecule is a fatty acid ester obtained by formal condensation of the carboxy group of oleic acid with the hydroxy group of 9-hydroxyoctadecanoic acid. It is a fatty acid ester and a monocarboxylic acid. It derives from an oleic acid and a 9-hydroxyoctadecanoic acid. It is a conjugate acid of a 9-[(9Z)-octadecenoyloxy]octadecanoate.